CCCCCC/C=C\CCCCCCCC(=O)O[C@H](COC(=O)CCCCCC/C=C\C/C=C\C/C=C\CCCCC)COP(=O)(O)OC[C@H](CO)O 1-(8Z,11Z,14Z-eicosatrienoyl)-2-(9Z-hexadecenoyl)-glycero-3-phospho-(1'-sn-glycerol)